CC/C=C\\C/C=C\\C/C=C\\C/C=C\\C/C=C\\CCCCCC(=O)O[C@H]1CC[C@@]2([C@H]3CC[C@]4([C@H]([C@@H]3CC=C2C1)CC[C@@H]4[C@H](C)CCCC(C)C)C)C The molecule is a cholesterol ester with the acyl group as (7Z,10Z,13Z,16Z,19Z)-docosa-7,10,13,16,19-pentaenyl. It has a role as a mouse metabolite. It derives from a (7Z,10Z,13Z,16Z,19Z)-docosapentaenoic acid.